CC1=NN2C(C(N(C=3C(=CC=CC23)N)C)C)=N1 2,4,5-trimethyl-4,5-dihydro-[1,2,4]triazolo[1,5-a]quinoxalin-6-amine